ethyl 1-(2-aminoethyl)-5-(trifluoromethyl)-1H-pyrrolo[2,3-b]pyridine-2-carboxylate hydrochloride Cl.NCCN1C(=CC=2C1=NC=C(C2)C(F)(F)F)C(=O)OCC